ON(CC1=CC=CC=C1)C(C1=CC=C(C=C1)[N+](=O)[O-])P(C1=CC=CC=C1)(C1=CC=CC=C1)=O (((hydroxy)benzylamino)(4-nitrophenyl)methyl)diphenylphosphine oxide